lysyl-cysteamine sodium salt [Na].N[C@@H](CCCCN)C(=O)NCCS